(2-(5-bromo-1H-pyrrolo[2,3-c]pyridin-1-yl)ethyl)(methyl)carbamic acid tert-butyl ester C(C)(C)(C)OC(N(C)CCN1C=CC=2C1=CN=C(C2)Br)=O